5-[2-(5-Ethoxy-quinoline-8-sulfonylamino)-phenylethynyl]-3-ethyl-pyridine-2-carboxylic acid C(C)OC1=C2C=CC=NC2=C(C=C1)S(=O)(=O)NC1=C(C=CC=C1)C#CC=1C=C(C(=NC1)C(=O)O)CC